[Cl-].[Cl-].C[Zr+2](C1C=CC2=CC=CC=C12)C dimethyl-indenyl-zirconium dichloride